FC=1C(=CC(=C2C=C(NC12)C(=O)N(C)C)B1OC(C(O1)(C)C)(C)C)C1=CCCN(C1)C(CCN1N=NC=C1)=O 7-fluoro-N,N-dimethyl-4-(4,4,5,5-tetramethyl-1,3,2-dioxaborolan-2-yl)-6-[1-[3-(triazol-1-yl)propanoyl]-3,6-dihydro-2H-pyridin-5-yl]-1H-indole-2-carboxamide